C1(CCCCC1)[C@@H](C(=O)O)N(C)C(=O)OCC1C2=CC=CC=C2C=2C=CC=CC12 (2S)-2-cyclohexyl-2-[9H-fluoren-9-ylmeth-oxycarbonyl(methyl)-amino]acetic acid